C(C)(=O)SC1=CC=C2C(=CN(C2=C1)S(=O)(=O)C1=CC=CC=C1)C1=NC(=NC=C1C(F)(F)F)N[C@@H]1CN(CCC1)C(=O)OC(C)(C)C tert-butyl (3S)-3-[[4-[6-acetylsulfanyl-1-(benzenesulfonyl) indol-3-yl]-5-(trifluoromethyl)pyrimidin-2-yl]amino]piperidine-1-carboxylate